4-Phenyl-2-(3-thienylmethyl)imidazole C1(=CC=CC=C1)C=1N=C(NC1)CC1=CSC=C1